benzyl (1-(2-(1-(4-amino-2,5-difluorophenyl)piperidin-4-yl)ethyl)piperidin-4-yl)carbamate NC1=CC(=C(C=C1F)N1CCC(CC1)CCN1CCC(CC1)NC(OCC1=CC=CC=C1)=O)F